BrC1=CC=2N=C(NC(C2S1)=O)[C@H]1N([C@@H]2CC[C@H]1C2)C(=O)OC(C)(C)C tert-butyl (1R,3S,4S)-3-(6-bromo-4-oxo-3,4-dihydrothieno[3,2-d]pyrimidin-2-yl)-2-azabicyclo[2.2.1]heptane-2-carboxylate